O1CC(=CC1)C1=NC(=CC(=C1)C=1C=C(C=CC1C)NC(=O)N1C[C@@H](CC1)CC(F)(F)F)N[C@@H](CO)C (S)-N-(3-(2-(2,5-dihydrofuran-3-yl)-6-(((R)-1-hydroxypropan-2-yl)amino)pyridin-4-yl)-4-methylphenyl)-3-(2,2,2-trifluoroethyl)pyrrolidine-1-carboxamide